Maleimido-hexanoic acid C1(C=CC(N1C(C(=O)O)CCCC)=O)=O